C1(CC1)S(=O)(=O)NC(=O)C1=CC2=CC=CC(=C2C=C1)C1=CC=C(C=C1)C(F)(F)F N-(cyclopropyl-sulfonyl)-5-(4-(trifluoromethyl)phenyl)-2-naphthamide